(S)-7-(8-chloronaphthalen-1-yl)-2-((1-methylpyrrolidin-2-yl)methoxy)-4-(3-(vinylsulfonyl)azetidin-1-yl)-5,6,7,8-tetrahydropyrido[3,4-d]pyrimidine ClC=1C=CC=C2C=CC=C(C12)N1CC=2N=C(N=C(C2CC1)N1CC(C1)S(=O)(=O)C=C)OC[C@H]1N(CCC1)C